5-fluoro-N-(2-fluorobenzyl)-2-methoxy-N-methylnicotinamide FC=1C=NC(=C(C(=O)N(C)CC2=C(C=CC=C2)F)C1)OC